C1(CC1)[Bi](=S)(C1CC1)C1CC1 tricyclopropyl-λ5-bismuthanethione